tert-butyl 1-methyl-3-oxo-2,8-diazaspiro[4.5]decane-8-carboxylate CC1NC(CC12CCN(CC2)C(=O)OC(C)(C)C)=O